(R)-N-((R)-1-(2-(2,4-dimethylthiazol-5-yl)-3,6-dimethyl-4-oxo-3,4-dihydroquinazolin-8-yl)ethyl)-2-methylpropane-2-sulfinamide CC=1SC(=C(N1)C)C1=NC2=C(C=C(C=C2C(N1C)=O)C)[C@@H](C)N[S@](=O)C(C)(C)C